C(C1=CC=CC=C1)N1C(=NC=C1)CC(=O)O 2-(1-Benzyl-1H-imidazol-2-yl)acetic acid